O=C1NC(CCC1N1C(C2=CC(=CC=C2C1=O)F)=O)=O 2-(2,6-dioxo-hexahydropyridin-3-yl)-6-fluoroisoindole-1,3-dione